ClC1=C(C(=NN1C1CCCCCC1)C)C=O 5-CHLORO-1-CYCLOHEPTYL-3-METHYL-1H-PYRAZOLE-4-CARBALDEHYDE